OC(CCCCCCCCCC(=O)O)C 11-Hydroxy-dodecanoic acid